N-[3-(2,3-Dihydro-1,4-benzodioxin-6-yl)-2-methylphenyl]-4,5,6,7-tetrahydro[1,3]thiazolo[5,4-c]pyridin-2-carboxamid O1CCOC2=C1C=CC(=C2)C=2C(=C(C=CC2)NC(=O)C=2SC=1CNCCC1N2)C